2,5-dimethoxybenzene-1,4-diformaldehyde COC1=C(C=C(C(=C1)C=O)OC)C=O